OC1=C(C(N(C=C1C)C)=O)NC(N[C@@H](CC(=O)O)C=1C=C(C(=CC1)C)C1=CC=CC=C1)=O (S)-3-(3-(4-hydroxy-1,5-dimethyl-2-oxo-1,2-dihydropyridin-3-yl)ureido)-3-(6-methylbiphenyl-3-yl)propanoic acid